C(C)(C)(C)OC(=O)N1[C@H](CC(C1)C1=NC(=C(C=C1)F)COC1=C(C=C(C=C1)C#N)F)CO (2R)-4-(6-((4-cyano-2-fluorophenoxy)methyl)-5-fluoropyridin-2-yl)-2-(hydroxymethyl)pyrrolidine-1-carboxylic acid tert-butyl ester